5-(1,2-oxazol-3-yl)thiophene-2-sulfonyl chloride O1N=C(C=C1)C1=CC=C(S1)S(=O)(=O)Cl